ClC=1C=CC2=C(N(C(=N2)C)C=2C(=C(C=CC2)[C@]2(NC(N(S(C2)(=O)=O)C)=N)C)F)C1C(F)(F)F (5R)-5-{3-[6-chloro-2-methyl-7-(trifluoromethyl)-1H-benzo[d]imidazol-1-yl]-2-fluoro-phenyl}-3-imino-2,5-dimethyl-1,2,4-thiadiazine-1,1-dioxide